C(C)(C)C1=NN(C=2N=C(C=C(C21)NCC2=NN(C=N2)C)C=2C(=NC=NC2)OC)C 3-isopropyl-6-(4-methoxypyrimidin-5-yl)-1-methyl-N-[(1-methyl-1,2,4-triazol-3-yl)methyl]pyrazolo[3,4-b]pyridin-4-amine